C(C)[C@]1(C(OCC=2C(N3CC=4C(=NC=5C=CC=CC5C4CC[Si](C)(C)C)C3=CC21)=O)=O)O (S)-4-ethyl-4-hydroxy-11-(2-(trimethylsilyl)ethyl)-1H-pyrano[3',4':6,7]indolizino[1,2-b]quinoline-3,14(4H,12H)-dione